FC(C(=O)O)(F)F.C1NCC12CC(C2)OC2=NC=NC1=CC=CC=C21 4-(2-azaspiro[3.3]hept-6-yl)oxyquinazoline trifluoroacetate salt